[N+](=O)([O-])C1=C(C=CC=C1)S(=O)(=O)C12CCCCC2N1 2-nitrobenzenesulfonyl-7-azabicyclo[4.1.0]heptane